CC=1N=C(SC1)C#CC1=CC2=C(N=C(S2)NC(OC(C)(C)C)=O)C=C1 tert-butyl (6-((4-methylthiazol-2-yl)ethynyl)benzo[d]thiazol-2-yl)carbamate